[Ru](Br)Br.C1(=CC=CC=C1)P(C1=CC=CC=C1)C1=CC=CC=C1.C1(=CC=CC=C1)P(C1=CC=CC=C1)C1=CC=CC=C1.C1(=CC=CC=C1)P(C1=CC=CC=C1)C1=CC=CC=C1 tris(triphenylphosphine) ruthenium (II) dibromide